C(OC1=C2C(=CNC2=CC=C1)CC(=O)N(C)C)([2H])([2H])[2H] 2-(4-(Methoxy-d3)-1H-indol-3-yl)-N,N-dimethylacetamide